(S)-ethyl 3-((R)-1,1-dimethylethylsulfinamido)-3-(2-fluoro-5-(4,4,5,5-tetramethyl-1,3,2-dioxaborolan-2-yl)-3-(trifluoromethyl)phenyl)propanoate CC(C)(C)[S@@](=O)N[C@@H](CC(=O)OCC)C1=C(C(=CC(=C1)B1OC(C(O1)(C)C)(C)C)C(F)(F)F)F